The molecule is an anthocyanin cation that is delphinidin substituted at position 3 by a 6-O-(trans-4 coumaryl)-beta-D-glucosyl residue It has a role as a metabolite. It is a beta-D-glucoside, an anthocyanin cation, a cinnamate ester and a polyphenol. It derives from a trans-4-coumaric acid and a delphinidin. C1=CC(=CC=C1/C=C/C(=O)OC[C@@H]2[C@H]([C@@H]([C@H]([C@@H](O2)OC3=CC4=C(C=C(C=C4[O+]=C3C5=CC(=C(C(=C5)O)O)O)O)O)O)O)O)O